C(C)N1C(=NN(C1=O)C1=NC(=C(C(=O)NC=2C(=NC=C(C2)C)F)C=C1F)O[C@H](C(F)(F)F)C)CO (S)-6-(4-Ethyl-3-(hydroxymethyl)-5-oxo-4,5-dihydro-1H-1,2,4-triazol-1-yl)-5-fluoro-N-(2-fluoro-5-methylpyridin-3-yl)-2-((1,1,1-trifluoropropan-2-yl)oxy)nicotinamide